FC(OC=1C(=NC=C(C1)C(NC1=NC(=CC=C1)C(F)F)=O)NC(OC(C)(C)C)=O)F tert-Butyl (3-(difluoromethoxy)-5-((6-(difluoromethyl)pyridin-2-yl)carbamoyl)pyridin-2-yl)carbamate